[Si](C)(C)(C(C)(C)C)OCCN1OC=CC1C(F)F 2-((tert-butyldimethylsilyloxy)ethyl)-3-(difluoromethyl)isoxazole